3-(2-bromo-4-oxo-4,6-dihydro-5H-thieno[2,3-c]pyrrol-5-yl)piperidine-2,6-dione BrC1=CC2=C(CN(C2=O)C2C(NC(CC2)=O)=O)S1